2-((tert-butoxycarbonyl)amino)-2-(3,4-dichlorophenyl)propionic acid C(C)(C)(C)OC(=O)NC(C(=O)O)(C)C1=CC(=C(C=C1)Cl)Cl